OC(CCOC1=C(C=CC=C1)C1CCN(CC1)[C@H]1CC2(CN(C2)C(=O)C2COC2)CC1)(C)C (R)-(6-(4-(2-(3-hydroxy-3-methylbutoxy)phenyl)piperidin-1-yl)-2-azaspiro[3.4]octan-2-yl)(oxetan-3-yl)methanone